ClC=1C2=CN(N=C2C=CC1SC1=CN=C(N(C1=C=O)C)N1CCC2([C@@H](COC2)N[S@](=O)C(C)(C)C)CC1)C (R)-N-((S)-8-(5-((4-chloro-2-methyl-2H-indazol-5-yl)thio)-1-methyl-6-carbonyl-1,6-dihydropyrimidin-2-yl)-2-oxa-8-azaspiro[4.5]decan-4-yl)-2-methylpropan-2-sulfinamide